C(C)(C)(C)OC(=O)N1CCC(CC1)=O 1-(tert-butoxy-carbonyl)-4-oxo-piperidine